7-(4-chlorophenoxy)chroman-4-one ClC1=CC=C(OC2=CC=C3C(CCOC3=C2)=O)C=C1